8-[(1R)-1-[2-(1,2-Dihydroxyethyl)anilino]ethyl]-3,6-dimethyl-2-phenyl-chromen-4-one OC(CO)C1=C(N[C@H](C)C=2C=C(C=C3C(C(=C(OC23)C2=CC=CC=C2)C)=O)C)C=CC=C1